methyl 5-(cyanomethyl)nicotinate C(#N)CC=1C=NC=C(C(=O)OC)C1